tert-butylsalicylaldoxime C(C)(C)(C)OC=1C(C=NO)=CC=CC1